(R)-3-(1-(4-bromophenyl)ethyl)-5-chloro-3H-[1,2,3]triazolo[4,5-d]pyrimidine BrC1=CC=C(C=C1)[C@@H](C)N1N=NC2=C1N=C(N=C2)Cl